FC(C1=CC=2OC[C@H]3N(C2N=C1)CCNC3)(F)F (S)-3-(trifluoromethyl)-6a,7,9,10-tetrahydropyrazino[1,2-d]pyrido[3,2-b][1,4]oxazin